tert-Butyl endo-3-((8-((3-meth-yl-4-((1-methyl-1H-benzo[d]imidazol-5-yl)oxy)phenyl)-amino)pyrimido[5,4-d]pyrimidin-2-yl)oxy)-8-azabicyclo[3.2.1]octane-8-carboxylate CC=1C=C(C=CC1OC1=CC2=C(N(C=N2)C)C=C1)NC1=NC=NC2=C1N=C(N=C2)OC2CC1CCC(C2)N1C(=O)OC(C)(C)C